4-(3-oxocyclohexyl)butanoic acid O=C1CC(CCC1)CCCC(=O)O